(9R,13S)-13-amino-9-ethyl-3-methyl-3,4,7,15-tetraazatricyclo[12.3.1.02,6]octadeca-1(18),2(6),4,14,16-pentaen-8-one, trihydrochloride Cl.Cl.Cl.N[C@H]1CCC[C@H](C(NC=2C=NN(C2C=2C=CN=C1C2)C)=O)CC